(R)-4-hydroxyphenylglycine methyl ester hydrochloride Cl.COC([C@H](N)C1=CC=C(C=C1)O)=O